5-(N-(3-(tert-butyl)-5-cyclopropylbenzyl)-2-(N-(4-chlorobenzyl)-(2,3,4,5,6-pentafluorophenyl)sulfonamido)acetamido)picolinic acid C(C)(C)(C)C=1C=C(CN(C(CN(S(=O)(=O)C2=C(C(=C(C(=C2F)F)F)F)F)CC2=CC=C(C=C2)Cl)=O)C=2C=CC(=NC2)C(=O)O)C=C(C1)C1CC1